2-(6-(5-(4-(2,6-Diazaspiro[3.3]heptan-2-ylmethyl)piperidin-1-yl)pyrimidin-2-yl)-5-methyl-6,7,8,9-tetrahydro-5H-pyrido[3',4':4,5]pyrrolo[2,3-c]pyridazin-3-yl)phenol C1N(CC12CNC2)CC2CCN(CC2)C=2C=NC(=NC2)N2C(C1=C(NC=3N=NC(=CC31)C3=C(C=CC=C3)O)CC2)C